COC=1C=C(CNC2=CC=CC=C2)C=CC1 N-(3-methoxybenzyl)aniline